1-(2-(Dimethylamino)-2-oxoethyl)-N-(2-methoxy-4-(4-(trifluoromethyl)-phenoxy)phenyl)-5-oxopyrrolidine-2-carboxamide CN(C(CN1C(CCC1=O)C(=O)NC1=C(C=C(C=C1)OC1=CC=C(C=C1)C(F)(F)F)OC)=O)C